FC1(C[C@H](NC1)C(=O)O)F 4,4-difluoroproline